3-methylbutan-2-amine CC(C(C)N)C